BrC1=CC=C(C=C1)/C(/SC)=N/C (Z)-[(4-bromophenyl)(methylsulfanyl)methylidene](methyl)amine